C[C@H]1[C@@H](NC2=CC=CC=C2[C@@H]1NC(OCC1=CC=CC=C1)=O)CC(F)(F)F |r| rac-benzyl ((2S,3S,4R)-3-methyl-2-(2,2,2-trifluoroethyl)-1,2,3,4-tetrahydroquinolin-4-yl)carbamate